N1CCC(CC1)OC1CN(C1)C(=O)OC(C)(C)C tert-butyl 3-(piperidin-4-yloxy)azetidine-1-carboxylate